1-((methylsulfonyl)methyl)-4-nitro-3-(oxetan-3-yloxy)-1H-pyrazole CS(=O)(=O)CN1N=C(C(=C1)[N+](=O)[O-])OC1COC1